C(C)(C)(C)[Si](OC1=CC(=CC=C1)[C@H]1[C@@H](C1)C)(C)C |r| racemic-tert-butyldimethyl(3-((trans)-2-methylcyclopropyl)phenoxy)silane